[Cu].[Al].[Mg] magnesium aluminum copper salt